N-(4-chloro-3-fluorophenyl)benzamide ClC1=C(C=C(C=C1)NC(C1=CC=CC=C1)=O)F